Methyl (1S,3S)-3-((2-methyl-6-(1-methyl-5-((methylamino)methyl)-1H-1,2,3-triazol-4-yl)pyridin-3-yl)oxy)cyclohexane-1-carboxylate CC1=NC(=CC=C1O[C@@H]1C[C@H](CCC1)C(=O)OC)C=1N=NN(C1CNC)C